C(CC)NC(O[C@H]1C[C@H](CC1)C1=CC(=NN1)NC(CC1=C(C=C(C=C1)C)S(=O)(=O)C)=O)=O (1R,3S)-3-[3-({[4-methyl-2-(methylsulfonyl)phenyl]acetyl}amino)-1H-pyrazol-5-yl]cyclopentyl propylcarbamate